FC(C1=CC=C(C=C1)NC(OC(C)(C)C)=O)(F)F tert-butyl (4-(trifluoromethyl)phenyl)carbamate